(4,4-difluoro-1-piperidinyl)(3-([1,2,4]triazolo[4,3-a]pyridin-6-yl)-6-quinoxalinyl)methanone FC1(CCN(CC1)C(=O)C=1C=C2N=C(C=NC2=CC1)C=1C=CC=2N(C1)C=NN2)F